N,N-dimethyl-7-(5-methyl-1H-indazol-4-yl)-2-(((S)-1-methylpyrrolidin-2-yl)methoxy)-4-(2,7-diazaspiro[3.5]non-7-yl)quinazolin-6-amine CN(C=1C=C2C(=NC(=NC2=CC1C1=C2C=NNC2=CC=C1C)OC[C@H]1N(CCC1)C)N1CCC2(CNC2)CC1)C